C(CCCCCCCCC)C1CCCCC1 DECYL-CYCLOHEXANE